CC1=NOC2=C1C=CC(=C2)C(=O)O 3-methyl-1,2-benzooxazole-6-carboxylic acid